2-(1-(2-cyanophenyl)-1-(1-(trifluoromethyl)-1H-pyrazol-4-yl)propan-2-yl)-5-methoxy-1-methyl-6-oxo-1,6-dihydropyrimidine-4-carboxylic acid ethyl ester C(C)OC(=O)C=1N=C(N(C(C1OC)=O)C)C(C(C=1C=NN(C1)C(F)(F)F)C1=C(C=CC=C1)C#N)C